F[C@@H]1[C@]2(CC[C@@](C[C@@H]1N(C=1N=CC(=NC1)C1=C(C=C(C=C1)C1=NN(N=C1)C)O)C)(N2)C)C 2-(5-{[(1R,2S,3S,5S)-2-fluoro-1,5-dimethyl-8-azabicyclo[3.2.1]octan-3-yl](methyl)amino}pyrazin-2-yl)-5-(2-methyl-2H-1,2,3-triazol-4-yl)phenol